(3-chloro-4-fluorophenyl)(5-chlorothiophen-2-yl)(5-methyl-4-(methylsulfonyl)-1-((2-(tri-methylsilyl)ethoxy)methyl)-1H-imidazol-2-yl)methanol ClC=1C=C(C=CC1F)C(O)(C=1N(C(=C(N1)S(=O)(=O)C)C)COCC[Si](C)(C)C)C=1SC(=CC1)Cl